4-methylsulfanyl-3-formyl-2-methylcyclohexa-1,3-diene-1-carboxylic acid ethyl ester C(C)OC(=O)C1=C(C(=C(CC1)SC)C=O)C